N[C@H]1C(N(OC1)CC(F)(F)F)=O (4R)-4-amino-2-(2,2,2-trifluoroethyl)isoxazolidin-3-one